4-(4-(bis(4-fluorophenyl)methyl)piperazin-1-yl)-1,6-dimethyl-2-oxo-1,2-dihydro-1,5-naphthyridine-3-carbonitrile FC1=CC=C(C=C1)C(N1CCN(CC1)C1=C(C(N(C2=CC=C(N=C12)C)C)=O)C#N)C1=CC=C(C=C1)F